2-((1-(2-cyclobutyloxypyridin-4-yl)-5-isobutyl-1H-pyrazol-3-yl)amino)-5-(thiophen-2-yl)nicotinate C1(CCC1)OC1=NC=CC(=C1)N1N=C(C=C1CC(C)C)NC1=C(C(=O)[O-])C=C(C=N1)C=1SC=CC1